3-[1-[4-(aminomethyl)phenyl]-6-phenyl-benzimidazol-2-yl]pyridin-2-amine hydrochloride Cl.NCC1=CC=C(C=C1)N1C(=NC2=C1C=C(C=C2)C2=CC=CC=C2)C=2C(=NC=CC2)N